(S)-4-(4-(4-hydroxyphenyl)-3-methylpiperazin-1-yl)-2-(trifluoromethyl)benzonitrile OC1=CC=C(C=C1)N1[C@H](CN(CC1)C1=CC(=C(C#N)C=C1)C(F)(F)F)C